Methyl 3-hydroxy-2-methoxy-3-(4-nitrophenyl)propanoate OC(C(C(=O)OC)OC)C1=CC=C(C=C1)[N+](=O)[O-]